N1(CCCC12CCCC2)CCNC(=O)C=2C=C(C(=NC2)C)NC(=O)C2=NN=C1N2C=CC(=C1)C=1C=NN(C1)C N-(5-((2-(1-azaspiro[4.4]nonan-1-yl)ethyl)carbamoyl)-2-methylpyridin-3-yl)-7-(1-methyl-1H-pyrazol-4-yl)-[1,2,4]triazolo[4,3-a]pyridine-3-carboxamide